FC=1C=C(C=CC1)S(=O)(=O)N1C[C@H](CCC1)N (3S)-1-(3-fluorophenyl)sulfonylpiperidin-3-amine